O1CCC(CC1)C(C)=O 1-(tetrahydro-2H-pyran-4-yl)-ethanone